O1C[C@@H](CCC1)NC1=NN=C(C=2N1C=CC2)C2=C(C=C(C=C2)C(F)(F)F)O 2-(4-{[(3R)-oxan-3-yl]amino}pyrrolo[1,2-d][1,2,4]triazin-1-yl)-5-(trifluoromethyl)phenol